CS(=O)(=O)C1=CC=C(C=C1)C1=NN2C(=NC=3C=CC=CC3C2=N1)N[C@H]1C(NCCCC1)=O (3R)-3-({2-[4-(methanesulfonyl)phenyl][1,2,4]triazolo[1,5-c]quinazolin-5-yl}amino)azepan-2-one